tert-butyl N-[4-[[4-[[1-[[1-(2,6-dioxo-3-piperidyl)-3-methyl-2-oxo-benzimidazol-4-yl] methyl]-4-piperidyl]oxy]-1-piperidyl]methyl]cyclohexyl]carbamate O=C1NC(CCC1N1C(N(C2=C1C=CC=C2CN2CCC(CC2)OC2CCN(CC2)CC2CCC(CC2)NC(OC(C)(C)C)=O)C)=O)=O